C(#N)C=1C(=C2C(=NC1N1CC3(CN(C3)C(=O)OC(C)(C)C)CC1)C1CCC(C2)N1C(C)C)C1=C(C=CC(=C1)OC)F tert-butyl 6-(3-cyano-4-(2-fluoro-5-methoxyphenyl)-10-isopropyl-6,7,8,9-tetrahydro-5H-6,9-epiminocyclohepta[b]pyridin-2-yl)-2,6-diazaspiro[3.4]octane-2-carboxylate